NC1=NC(=CC(=N1)O)CCO 2-amino-4-hydroxy-6-(2-hydroxylethyl)-pyrimidine